FC1=C(C#N)C=CC(=C1)C1=NC(=CC(=C1C1=CC(=C(C=C1)OC)F)O)N1CC(CCC1)NC 2-fluoro-4-(3-(3-fluoro-4-methoxy-phenyl)-4-hydroxy-6-(3-(methylamino)piperidin-1-yl)pyridin-2-yl)benzonitrile